CS(=O)(=O)C1=C(C(=C(C=C1)Br)C)C 4-methylsulfonyl-2,3-dimethyl-bromobenzene